methyl-N-(3-nitrophenyl)-[1,2,4]triazolo[4,3-a]quinazolin-5-amine CC1=NN=C2N1C1=CC=CC=C1C(=N2)NC2=CC(=CC=C2)[N+](=O)[O-]